3-(((1-ethylazetidin-3-yl)carbamoyl)oxy)-2-((((9Z,12Z)-octadeca-9,12-dienoyl)-oxy)methyl)propyl (9Z,12Z,15Z)-octadeca-9,12,15-trienoate C(CCCCCCC\C=C/C\C=C/C\C=C/CC)(=O)OCC(COC(NC1CN(C1)CC)=O)COC(CCCCCCC\C=C/C\C=C/CCCCC)=O